COC1=CC=C(CN2C3(CCC4=CC=C(N=C24)C([2H])([2H])[2H])CN(CC3)C(=O)OC(C)(C)C)C=C1 tert-butyl 1'-(4-methoxybenzyl)-7'-(methyl-d3)-3',4'-dihydro-1'H-spiro[pyrrolidine-3,2'-[1,8]naphthyridine]-1-carboxylate